(benzofuran-7-yl)isoindoline O1C=CC2=C1C(=CC=C2)C2NCC1=CC=CC=C21